5-(2-oxo-1-(3-(pyridin-4-yl)bicyclo[1.1.1]pentan-1-yl)piperidin-4-yl)thiophene-2-carbonitrile O=C1N(CCC(C1)C1=CC=C(S1)C#N)C12CC(C1)(C2)C2=CC=NC=C2